Potassium 8-methoxy-9-(1-methyl-1H-pyrazol-3-yl)-1-(thiophen-2-yl)-5,6-dihydroimidazo[5,1-a]isoquinoline-3-carboxylate COC=1C=C2CCN3C(C2=CC1C1=NN(C=C1)C)=C(N=C3C(=O)[O-])C=3SC=CC3.[K+]